BrC1=C(C=NC=C1)C1=CC=CC=C1C=O 4-bromo-3-pyridinebenzaldehyde